1,1':2',1'':3'',1''':3''',1''''-quinquephenyl C1(=CC=CC=C1)C=1C(=CC=CC1)C1=CC(=CC=C1)C1=CC(=CC=C1)C1=CC=CC=C1